C(C)(=O)C=1C=2N(C(=CC1)N1CCC3(C(N4[C@H](O3)CC[C@H]4C4=CC=CC=C4)=O)CC1)N=CN2 (5'S,7a'R)-1-(8-acetyl[1,2,4]triazolo[1,5-a]pyridin-5-yl)-5'-phenyltetrahydro-3'H-spiro[piperidine-4,2'-pyrrolo[2,1-b][1,3]oxazol]-3'-one